C1(=CC=CC=C1)C1C(\C(\C2=CC=CC=C12)=C(\C1=CC=C(C=C1)C(F)(F)F)/NC1=CC=CC=C1)=O (Z)-1-phenyl-3-((phenylamino)(4-(trifluoromethyl)phenyl)methylene)-1,3-dihydro-2H-inden-2-one